3-(4-bromo-3-(hydroxymethyl)benzyl)-2-butyl-1,3-diazaspiro[4.4]non-1-en-4-one BrC1=C(C=C(CN2C(=NC3(C2=O)CCCC3)CCCC)C=C1)CO